C\C(=C/COC(C)=O)\CCC=C(C)C acetic acid (E)-3,7-dimethyloct-2,6-diene-1-yl ester